2-(α-phenyl-α-ethoxycarbonyl-methyl)thiazolidine-4-carboxylic acid C1(=CC=CC=C1)C(C)OC(=O)CC1SCC(N1)C(=O)O